4-(3-isobutylcarbamoylbenzofuran-2-yl)benzyl chloride C(C(C)C)NC(=O)C1=C(OC2=C1C=CC=C2)C2=CC=C(CCl)C=C2